3-methyl-2-{methyl-[(5S)-3-(prop-2-enoyl)-1-oxa-3,7-diazaspiro[4.4]nonane-7-carbonyl]amino}butanamide CC(C(C(=O)N)N(C(=O)N1C[C@@]2(CN(CO2)C(C=C)=O)CC1)C)C